4-(2-chloro-4-fluorophenyl)-N-(2-chloro-6-fluorophenyl)-1,3-dimethyl-1H-pyrazole-5-amine ClC1=C(C=CC(=C1)F)C=1C(=NN(C1NC1=C(C=CC=C1F)Cl)C)C